CN1CCN(CC1)CC1=C(C(=O)[O-])C=CC=C1.[Li+].FC1=C(C(=O)N(CCN2CCN(CC2)CCC=2SC=CC2)C2=CC=CC=C2)C=CC=C1 2-Fluoro-N-phenyl-N-(2-(4-(2-(thiophen-2-yl)ethyl)piperazin-1-yl)ethyl)benzamide lithium 2-[(4-methylpiperazin-1-yl)methyl]benzoate